(methoxycarbonyl)-3-methyl-4-nitropyridine 1-oxide COC(=O)C1=[N+](C=CC(=C1C)[N+](=O)[O-])[O-]